ClC1=C(N=C2N1C=CC(=C2)C(=O)NC2CCC(CC2)(C)O)C2=C(C=CC=C2C=2C=NN(C2)C)F 3-chloro-2-(2-fluoro-6-(1-methyl-1H-pyrazol-4-yl)phenyl)-N-((1r,4r)-4-hydroxy-4-methylcyclohexyl)imidazo[1,2-a]pyridine-7-carboxamide